6-(2,3,3a,5,6,6a-hexahydro-1H-pyrrolo[3,2-b]pyrrol-4-yl)pyridine-3-carbonitrile hydrochloride Cl.N1C2C(CC1)N(CC2)C2=CC=C(C=N2)C#N